4-[bis(4-methoxyphenyl)amino]benzaldehyde COC1=CC=C(C=C1)N(C1=CC=C(C=O)C=C1)C1=CC=C(C=C1)OC